NC=1C2=C(N=CN1)N(C(=C2C2=CC=C(C(=O)NCC1(COC1)F)C=C2)C2=CC=C(C=C2)NC(C=C)=O)C 4-{4-amino-7-methyl-6-[4-(prop-2-enamido)phenyl]-7H-pyrrolo[2,3-d]pyrimidin-5-yl}-N-[(3-fluorooxetan-3-yl)methyl]benzamide